ClC1=CC(=C(N=N1)OC)C(COC)N1N=C(C(=C1)NC(=O)[C@H](C(C1CC1)C1CC1)NC(OC(C)(C)C)=O)F tert-butyl N-[(1S)-1-[[1-[1-(6-chloro-3-methoxy-pyridazin-4-yl)-2-methoxy-ethyl]-3-fluoro-pyrazol-4-yl]carbamoyl]-2,2-dicyclopropyl-ethyl]carbamate